4-(3-aminopyrazolo[1,5-a]pyridin-2-yl)-1,1-dimethylpiperazin-1-ium chloride [Cl-].NC=1C(=NN2C1C=CC=C2)N2CC[N+](CC2)(C)C